11-hydroxy-7-methoxy-5-oxo-2,3,11,11a-tetrahydro-1H-benzo[e]pyrrolo[1,2-a][1,4]diazepin-10(5H)-carboxylate OC1C2N(C(C3=C(N1C(=O)[O-])C=CC(=C3)OC)=O)CCC2